S1C(=NN=C1)C12CCC(CC1)(CC2)NC2=CC(=NC=C2C(=O)NC[C@H](C(C)(C)O)F)C2=CC=C1N2N=CC(=C1)C#N (R)-4-((4-(1,3,4-thiadiazol-2-yl)bicyclo[2.2.2]oct-1-yl)amino)-6-(3-cyanopyrrolo[1,2-b]pyridazin-7-yl)-N-(2-fluoro-3-hydroxy-3-methylbutyl)nicotinamide